ClC1=CC2=C(N=C(S2)CN2C=C3C(C=C2)=NC(=N3)C3=C(C=CC=C3)F)C=C1 6-chloro-2-((2-(2-fluorophenyl)-5H-imidazo[4,5-c]pyridin-5-yl)methyl)benzo[d]thiazole